N-((1S)-1-cycloheptyl-2-((2-fluoro-4-(1-(2-(4-methylpiperazin-1-yl)-2-oxo-1-propionamidoethyl)cyclopropyl)phenyl)amino)-2-oxoethyl)-1-isopropyl-1H-pyrazole-5-carboxamide C1(CCCCCC1)[C@@H](C(=O)NC1=C(C=C(C=C1)C1(CC1)C(C(=O)N1CCN(CC1)C)NC(CC)=O)F)NC(=O)C1=CC=NN1C(C)C